FC=1C=C(CNC(C2=C(N=CC=C2)NCC=2SC(=CN2)C2=CC=3C4=C(C=NC3C=C2)N=CN4C)=O)C=CC1F N-(3,4-Difluoro-benzyl)-2-{[5-(1-methyl-1H-imidazo[4,5-c]quinolin-8-yl)-thiazol-2-ylmethyl]-amino}-nicotinamide